2-[(2R)-4-[4-chloro-2-(difluoromethyl)benzoyl]-2-ethylpiperazin-1-yl]-5-(2-ethoxypyridin-3-yl)-N-[2-(methylamino)ethyl]benzamide ClC1=CC(=C(C(=O)N2C[C@H](N(CC2)C2=C(C(=O)NCCNC)C=C(C=C2)C=2C(=NC=CC2)OCC)CC)C=C1)C(F)F